BrC1=CN=CC2=C(C(=CC(=C12)Cl)F)F 4-bromo-5-chloro-7,8-difluoro-isoquinoline